5-bromo-6-isopropoxy-2-(1-methyl-2-oxabicyclo[2.1.1]hex-4-yl)-2H-indazole BrC1=CC2=CN(N=C2C=C1OC(C)C)C12COC(C1)(C2)C